(6α,11β)-11,17-dihydroxy-6-methyl-21-{[4-O-(β-D-galactopyranosyl)-D-fructofuranosyl]oxy}pregna-1,4-diene-3,20-dione O[C@@H]1[C@@H]2[C@]3(C=CC(C=C3[C@H](C[C@H]2[C@@H]2CC[C@](C(COC3(CO)[C@@H](O)[C@H](O[C@H]4[C@H](O)[C@@H](O)[C@@H](O)[C@H](O4)CO)[C@H](O3)CO)=O)([C@]2(C1)C)O)C)=O)C